NC(CCC(=O)N1N=CC2=CC(=C(C=C12)C=1C=2C(=NN(C2C=CC1)CC(=O)NCC(=O)NCC(=O)OC(C)(C)C)C)F)=O tert-butyl (2-(1'-(4-amino-4-oxobutanoyl)-5'-fluoro-3-methyl-1H,1'H-[4,6'-biindazol]-1-yl)acetyl)glycylglycinate